4-(pyridin-2-ylmethyl)thiomorpholine N1=C(C=CC=C1)CN1CCSCC1